tert-butyl 4-(3-chloro-5-cyano-phenyl)piperazine-1-carboxylate ClC=1C=C(C=C(C1)C#N)N1CCN(CC1)C(=O)OC(C)(C)C